alpha-(Trifluoromethyl)-gamma-valerolactone FC(C1C(=O)OC(C1)C)(F)F